chloro-5'-[2-fluoro-6-(5-oxo-4,5-dihydro-1,2,4-Oxadiazol-3-yl)phenoxy]-1'H-spiro[cyclohexane-1,4'-quinazoline]-2'(3'H)-one ClN1C(NC2(C3=C(C=CC=C13)OC1=C(C=CC=C1C1=NOC(N1)=O)F)CCCCC2)=O